2-(2-ethenyl-5-methylphenyl)-3,5-difluoropyridine C(=C)C1=C(C=C(C=C1)C)C1=NC=C(C=C1F)F